6-ethylimidazo[1,2-a]pyridine-2-carboxamide C(C)C=1C=CC=2N(C1)C=C(N2)C(=O)N